NC=1C=CC(=C(C1)[C@@H]1[C@@H](CC1)C#N)Cl cis-2-(5-amino-2-chlorophenyl)cyclobutane-1-carbonitrile